2-Naphthtriol C1=C(C(=C(C2=CC=CC=C12)O)O)O